C(C)OC(CN1N=C(C2=C(C1=O)SC(=C2)Br)C)=O (2-bromo-4-methyl-7-oxo-thieno[2,3-D]pyridazin-6-yl)acetic acid ethyl ester